C(C)(=O)N[C@H](C)C=O N-Acetyl-D-alanineaL